[Cl-].[O-]CCCC.[O-]CCCC.[O-]CCCC.[Zr+4] zirconium tri-n-butoxide chloride